C(C1=CC=CC=C1)N1C(NC(C1)C(=O)O)=O 1-benzyl-2-oxoimidazoline-4-carboxylic acid